7-chloro-6-(1-((4,5,6,7-tetrahydropyrazolo[1,5-a]pyridin-3-yl)sulfonyl)-1,2,3,6-tetrahydropyridin-4-yl)-[1,2,4]triazolo[1,5-a]pyridine ClC1=CC=2N(C=C1C=1CCN(CC1)S(=O)(=O)C=1C=NN3C1CCCC3)N=CN2